NCCC1=NN(C=C1)C1C(CCC1)CO (2-(3-(2-aminoethyl)-1H-pyrazol-1-yl)cyclopentyl)methanol